2-(3,4-dimethoxy-5-nitrophenyl)hydrazine COC=1C=C(C=C(C1OC)[N+](=O)[O-])NN